N1(CCC1)CC12CCC(CC1)(CC2)C=2N=NN(C2)[C@@H]2CC[C@H](CC2)C2=NN=C(N2C)COC2=CC(=CC=C2)C(F)(F)F 4-[4-(azetidin-1-ylmethyl)bicyclo[2.2.2]oct-1-yl]-1-[trans-4-(4-methyl-5-{[3-(trifluoromethyl)phenoxy]methyl}-4H-1,2,4-triazol-3-yl)cyclohexyl]-1H-1,2,3-triazole